(4R,5'S)-2-oxo-1,2-dihydrospiro[benzo[d][1,3]oxazine-4,3'-pyrrolidine]-5'-carboxamide hydrochloride Cl.O=C1O[C@@]2(CN[C@@H](C2)C(=O)N)C2=C(N1)C=CC=C2